(S)-6-bromo-3-(3-(4-(trifluoromethyl)thiazol-2-yloxy)pyrrolidin-1-yl)pyridinecarboxaldehyde BrC1=CC=C(C(=N1)C=O)N1C[C@H](CC1)OC=1SC=C(N1)C(F)(F)F